2-methyl-2-(4'-((3-methyloxetan-3-yl)methoxy)-[1,1'-biphenyl]-4-yl)propionic acid ethyl ester C(C)OC(C(C)(C1=CC=C(C=C1)C1=CC=C(C=C1)OCC1(COC1)C)C)=O